3-((3S,4R)-6-(7-((S)-2-(4-isobutylphenyl)propanoyl)-7H-pyrrolo[2,3-d]pyrimidin-4-yl)-3-methyl-1,6-diazaspiro[3.4]oct-1-yl)-3-oxopropanenitrile C(C(C)C)C1=CC=C(C=C1)[C@@H](C(=O)N1C=CC2=C1N=CN=C2N2C[C@]1([C@H](CN1C(CC#N)=O)C)CC2)C